C(C)(C)(C)OC(=O)N1CCC(=CC1)C=1C(=C(SC1)C(=O)[O-])OC.[Na+] sodium 4-(1-tert-butoxycarbonyl-1,2,3,6-tetrahydro-pyridin-4-yl)-3-methoxy-thiophene-2-carboxylate